Methyl (5R)-3-((2-((S)-(((benzyloxy)carbonyl)amino)((1r,4S)-4-methylcyclohexyl)methyl)imidazo[1,2-b]pyridazin-6-yl)methyl)-5-methyl-2-oxopyrrolidine-3-carboxylate C(C1=CC=CC=C1)OC(=O)N[C@H](C=1N=C2N(N=C(C=C2)CC2(C(N[C@@H](C2)C)=O)C(=O)OC)C1)C1CCC(CC1)C